2-(hexyldisulfaneyl)ethyl acrylate C(C=C)(=O)OCCSSCCCCCC